(E)-N-hydroxy-3-(2-(4-(o-tolylsulfonyl)piperazin-1-yl)phenyl)acrylamide ONC(\C=C\C1=C(C=CC=C1)N1CCN(CC1)S(=O)(=O)C1=C(C=CC=C1)C)=O